2-(3,4-dichlorophenyl)-1-ethyl-6-[[3-(3-nitrophenyl)pyrazol-1-yl]methyl]-4-oxo-pyridine-3-carboxylic acid ClC=1C=C(C=CC1Cl)C=1N(C(=CC(C1C(=O)O)=O)CN1N=C(C=C1)C1=CC(=CC=C1)[N+](=O)[O-])CC